methyl (2S)-2-[[(2S)-2,4-diamino-4-oxo-butanoyl]amino]propanoate N[C@H](C(=O)N[C@H](C(=O)OC)C)CC(=O)N